tert-butyl 8-(5-(fluoromethoxy)-2-(pyridin-4-yl) pyrido[3,4-d]pyrimidin-4-yl)-2,8-diazaspiro[4.5]decane-2-carboxylate FCOC1=CN=CC=2N=C(N=C(C21)N2CCC1(CCN(C1)C(=O)OC(C)(C)C)CC2)C2=CC=NC=C2